ClC1=C(C=CC=C1)C(O)C1=CC=CC=C1 (2-chlorophenyl)(phenyl)methanol